C(CCC1=C(C(=O)[O-])C=CC=C1)C1=C(C(=O)[O-])C=CC=C1 propane-1,3-diyldibenzoate